CC1=C(NC2=CC=CC(=C12)C)C12C(C(C=3N1C=1C=CC=C(C1C3C)C)C3=CC=CC=C3)C(C3=CC=CC=C32)=O ls-4b-(3,4-dimethyl-1H-indol-2-yl)-9,10-dimethyl-11-phenyl-11,11a-dihydroindeno[2',1':4,5]pyrrolo[1,2-a]indol-12(4bH)-one